3-cyano-2-phenylpyrrolidine-1-carboxylic acid tert-butyl ester C(C)(C)(C)OC(=O)N1C(C(CC1)C#N)C1=CC=CC=C1